2-{1-[(1,4-oxazepan-6-yl)amino]pyrido[3,4-d]pyridazin-4-yl}-5-(trifluoromethyl)phenol formate C(=O)OC1=C(C=CC(=C1)C(F)(F)F)C=1N=NC(=C2C1C=NC=C2)NC2CNCCOC2